C(CC(=O)C)(=O)O (E)-acetoacetic acid